3-[4-(4-{6-Bromo-7-[(1-ethylpiperidin-4-yl)amino]-3H-imidazo[4,5-b]pyridin-2-yl}phenyl)piperazin-1-yl]propan-1-ol BrC=1C(=C2C(=NC1)NC(=N2)C2=CC=C(C=C2)N2CCN(CC2)CCCO)NC2CCN(CC2)CC